O1C(CCCC1)N1N=CC(=C1)C=O 1-(tetrahydro-2H-pyran-2-yl)-1H-pyrazole-4-carbaldehyde